N-(3,3-difluoropiperidin-4-yl)-7-fluoro-2-methyl-5-((2-(trifluoromethyl)pyridin-3-yl)-methoxy)benzofuran-3-carboxamide FC1(CNCCC1NC(=O)C1=C(OC2=C1C=C(C=C2F)OCC=2C(=NC=CC2)C(F)(F)F)C)F